methyl 4-(1,4-dioxaspiro[4.5]dec-7-en-8-yl)-2-methylindazole-7-carboxylate O1CCOC12CC=C(CC2)C=2C1=CN(N=C1C(=CC2)C(=O)OC)C